C(C)(C)(C)OC(=O)N1CC([C@@H](CC1)O)(F)F (R)-3,3-Difluoro-4-hydroxypiperidine-1-carboxylic acid tert-butyl ester